1-[2-bromo-5-(hydroxymethyl)phenyl]Ethanol tert-butyl-(3R)-3-(6-bromo-5-chloro-4-oxo-quinazolin-3-yl)-1-oxa-8-azaspiro[4.5]decane-8-carboxylate C(C)(C)(C)C1OC2(C[C@H]1N1C=NC3=CC=C(C(=C3C1=O)Cl)Br)CCN(CC2)C(=O)OC(C)C2=C(C=CC(=C2)CO)Br